(1-(7-methoxy-1-methyl-2-(6H-thieno[2,3-b]pyrrol-5-yl)-1H-benzo[d]imidazole-5-carbonyl)piperidin-3-yl)carbamic acid tert-butyl ester C(C)(C)(C)OC(NC1CN(CCC1)C(=O)C1=CC2=C(N(C(=N2)C2=CC3=C(N2)SC=C3)C)C(=C1)OC)=O